1-(3-bromopropyloxy)-3-fluorobenzene BrCCCOC1=CC(=CC=C1)F